C(C1=CC=CC=C1)N1C2=NC=NC(=C2N=C1C1=C(C=C(OCCN2C[C@@H](NCC2)CO)C=C1)Cl)OC1(CC1)C (R)-(4-(2-(4-(9-benzyl-6-(1-methylcyclopropoxy)-9H-purin-8-yl)-3-chlorophenoxy)ethyl)piperazin-2-yl)methanol